(Aminosulfonylamino)piperidine-1,4-dicarboxylic acid 1-tert-butyl 4-methyl ester COC(=O)C1CC(N(CC1)C(=O)OC(C)(C)C)NS(=O)(=O)N